tert-butyl (S)-(7-(4,4-difluoropiperidine-1-carbonyl)-5-methyl-4-oxo-2,3,4,5-tetrahydrobenzo[b][1,4]oxazepin-3-yl)carbamate FC1(CCN(CC1)C(=O)C1=CC2=C(OC[C@@H](C(N2C)=O)NC(OC(C)(C)C)=O)C=C1)F